OC1=CC=C(C=C1)C1NS(C2=C(N1)C=CC=C2)(=O)=O 3-(4-hydroxyphenyl)-3,4-dihydro-2H-benzo[e][1,2,4]-thiadiazine-1,1-dioxide